CNC(=O)C=1C(=CC=CC1)C1=C(C=CC=C1)C N,2'-dimethyl-[1,1'-biphenyl]-2-carboxamide